2-ethylfuranate C(C)C1(OC=CC1)C(=O)[O-]